[Si](C)(C)(C(C)(C)C)OC1CCC(CC1)COC1=NN=C(S1)N 5-(((1r,4r)-4-((tert-butyldimethylsilyl)oxy)cyclohexyl)methoxy)-1,3,4-thiadiazol-2-amine